N1(CCCCC1)CCN1CCCCC1 1,2-dipiperidyl-ethane